4-(4-(1-cyanocyclopropyl)phenyl)-6-fluoroquinoline-3-carboxylic acid C(#N)C1(CC1)C1=CC=C(C=C1)C1=C(C=NC2=CC=C(C=C12)F)C(=O)O